ClC=1C(=C(CN2CCC(CC2)(C(=O)O)CC2=NC(=NC=C2F)NC2=NNC(=C2)C)C=CC1)F 1-(3-chloro-2-fluorobenzyl)-4-((5-fluoro-2-((5-methyl-1H-pyrazol-3-yl)amino)pyrimidin-4-yl)-methyl)piperidine-4-carboxylic acid